(S)-5-(2-cyano-3-fluorophenyl)-N-(1-cyclopropylethyl)-7-methylpyrazolo[1,5-a]Pyrimidine-3-carboxylic acid C(#N)C1=C(C=CC=C1F)C1=NC=2N(C(=C1)C)N(CC2C(=O)O)[C@@H](C)C2CC2